C(C)(=O)O[C@H]1[C@@H](OC[C@H]1OC(C)=O)N1C2=NC(=NC(=C2N=C1C#CC1=CC=CC=C1)Cl)C=1OC=CC1 (2R,3R,4R)-2-(6-Chloro-2-(furan-2-yl)-8-(phenylethynyl)-9H-purin-9-yl)tetrahydrofuran-3,4-diyl diacetate